methyl 2-(5-{1-[(6,7-dimethoxy-2-methylquinazolin-4-yl)amino]ethyl}thiophen-2-yl)benzoate COC=1C=C2C(=NC(=NC2=CC1OC)C)NC(C)C1=CC=C(S1)C1=C(C(=O)OC)C=CC=C1